C(C1CCCO1)OCCO 2-[(tetrahydrofurfuryl)oxy]ethanol